C[C@@H]1[C@@H](C2=CC(=CC=C2C1)C)O (1S,2S)-2,6-dimethyl-1-hydroxyindan